C(C)OC1=CC(=C(CCNC(C)=O)C=C1OC)C(CCC1=CC=C(C=C1)O)=O N-(4-ethoxy-2-(3-(4-hydroxyphenyl)propanoyl)-5-methoxyphenethyl)acetamide